6-bromo-N-(4-fluorophenyl)-1-tetrahydropyran-2-yl-indazol-5-amine BrC1=C(C=C2C=NN(C2=C1)C1OCCCC1)NC1=CC=C(C=C1)F